Pentamethylcyclopentadienyl-dimethyl-(1-benzyl-3,6,7,8-tetrahydro-as-indacenyl)hafnium CC1=C(C(=C(C1([Hf](C1=C(C2=C3CCCC3=CC=C2C1)CC1=CC=CC=C1)(C)C)C)C)C)C